F[C@H]1[C@H](CN(CC1)C(=O)[O-])OC=1C2=C(N=C(N1)NC=1C=NN(C1)C1CCN(CC1)C)N(C=C2)COCC[Si](C)(C)C (3S,4R)-4-fluoro-3-((2-((1-(1-methylpiperidin-4-yl)-1H-pyrazol-4-yl) amino)-7-((2-(trimethylsilyl) ethoxy) methyl)-pyrrolo[2,3-d]pyrimidin-4-yl) oxy)-piperidine-1-carboxylate